N-(3-aminocyclobutyl)-4-[2-chloro-4-[[5-[1-cyclopropyl-3-(trifluoromethyl)pyrazol-4-yl]-1-methylimidazole-2-carbonyl]amino]benzoyl]piperazine-1-carboxamide NC1CC(C1)NC(=O)N1CCN(CC1)C(C1=C(C=C(C=C1)NC(=O)C=1N(C(=CN1)C=1C(=NN(C1)C1CC1)C(F)(F)F)C)Cl)=O